ClC1=C(N=C(NC1=O)C1=CC(=NC=C1)F)N1C[C@H](OCC1)CC 5-chloro-4-[(2R)-2-ethylmorpholin-4-yl]-2-(2-fluoro-4-pyridinyl)-1H-pyrimidin-6-one